NC1=C(C=C(C=N1)NC(C(=O)N1[C@H](CC[C@@H](C1)C)C=1C=CC2=C(N=CS2)C1)=O)C1CC1 N-(6-amino-5-cyclopropyl-3-pyridyl)-2-[(2R,5S)-2-(1,3-Benzothiazol-5-yl)-5-methyl-1-piperidyl]-2-oxo-acetamide